FC1(C(C(C(C(=O)OCC=C)(C=C1)F)(F)F)(C(=O)OCC=C)F)F Diallyl hexafluoroisophthalate